4-(1-((tert-butyldimethylsilyl)oxy)-2-(2-methyl-2H-1,2,3-triazol-4-yl)ethyl)-N-(4,4-difluorocyclohexyl)-6-(3-methyl-1H-pyrazol-1-yl)pyridin-2-amine [Si](C)(C)(C(C)(C)C)OC(CC1=NN(N=C1)C)C1=CC(=NC(=C1)N1N=C(C=C1)C)NC1CCC(CC1)(F)F